1-(2-Bromophenyl)-7-cyclopropyl-4-(methylamino)-2-oxo-1,2-dihydroquinazoline-6-carbonitrile BrC1=C(C=CC=C1)N1C(N=C(C2=CC(=C(C=C12)C1CC1)C#N)NC)=O